S1C=NC2=C1C=CC(=C2)CNC2CCC=1C2=NC=CC1 N-(benzo[d]thiazol-5-ylmethyl)-6,7-dihydro-5H-cyclopenta[b]pyridin-7-amine